benzyl 4-((4-cyclohexylbenzyl)amino)-3,5-difluorobenzoate C1(CCCCC1)C1=CC=C(CNC2=C(C=C(C(=O)OCC3=CC=CC=C3)C=C2F)F)C=C1